2-bromo-2,2-difluoro-N-(pyridin-4-yl)acetamide BrC(C(=O)NC1=CC=NC=C1)(F)F